[2-[3-ethylsulfonyl-5-(2-pyridyloxy)-2-pyridinyl]-1-methyl-benzimidazol-5-yl]-imino-oxo-(trifluoromethyl)-lambda6-sulfane C(C)S(=O)(=O)C=1C(=NC=C(C1)OC1=NC=CC=C1)C1=NC2=C(N1C)C=CC(=C2)S(C(F)(F)F)(=O)=N